3-((3,5-difluoro-4-(4-hydroxy-4-(piperazin-1-ylmethyl)piperidin-1-yl)phenyl)amino)piperidine-2,6-dione FC=1C=C(C=C(C1N1CCC(CC1)(CN1CCNCC1)O)F)NC1C(NC(CC1)=O)=O